FC(CNCCC[C@H](C(C)C)N1CC2(C1)CN(CC2)C=2N=CN=NC2OC2=C(C(=O)N(C(C)C)CC)C=C(C=C2)F)F (R)-2-((5-(2-(6-((2,2-difluoroethyl)amino)-2-methylhex-3-yl)-2,6-diazaspiro[3.4]oct-6-yl)-1,2,4-triazin-6-yl)oxy)-N-ethyl-5-fluoro-N-isopropylbenzamide